1-(2-chloro-6-nitro-phenyl)-3,3-difluoro-piperidine ClC1=C(C(=CC=C1)[N+](=O)[O-])N1CC(CCC1)(F)F